CC1CN(CCC1COC=1C=NC(=C(C1)C)C(F)(F)F)C(=O)N1C[C@@H]2[C@@H](OCC(N2)=O)CC1 (4aR,8aS)-6-[3-methyl-4-[[5-methyl-6-(trifluoromethyl)-3-pyridinyl]oxymethyl]piperidine-1-carbonyl]-4,4a,5,7,8,8a-hexahydropyrido[4,3-b][1,4]oxazin-3-one